BrC1=CC2=C(CCC=3C(=NC(=NC23)C2=CC=CC=C2)C2=CC=CC=C2)C=C1 9-bromo-2,4-diphenyl-5,6-dihydrobenzo[h]quinazoline